C(C)OC1=CC=C(C=C1)C1=C(C=C(C=C1)C(C)=O)OC (4'-ethoxy-2-methoxy-[1,1'-biphenyl]-4-yl)ethan-1-one